CC(C1=CC=CC=C1)N α-Methylbenzylamine